3,6-dimethyldecan-1-ol CC(CCO)CCC(CCCC)C